5-((6-(tetrahydro-2H-pyran-4-yl)-2,6-diazaspiro[3.3]heptan-2-yl)sulfonyl)-2-(trifluoromethyl)thiazole O1CCC(CC1)N1CC2(CN(C2)S(=O)(=O)C2=CN=C(S2)C(F)(F)F)C1